3-O-methyl-beta-D-glucopyranose CO[C@@H]1[C@H]([C@H](O)O[C@@H]([C@H]1O)CO)O